(R)-2-(7,7-difluoro-3-hydroxy-3-methylhept-6-en-1-yl)-3,5,6-trimethylcyclohexa-2,5-diene-1,4-dione FC(=CCC[C@@](CCC=1C(C(=C(C(C1C)=O)C)C)=O)(C)O)F